(dimethylfluorenyl)(dimethylfluorenylphenyl)(spirobifluorenyl)amine CC=1C(=C(C=2CC3=CC=CC=C3C2C1)N(C=1C2(C3=CC4=CC=CC=C4C3=CC1)C=CC=C1C3=CC=CC=C3C=C12)C1=C(C(=C(C=C1)C)C)C1=CC=CC=2C3=CC=CC=C3CC12)C